α-Hexylcinnamaldehyde C(CCCCC)C(C=O)=CC1=CC=CC=C1